FC1=C(C(=CC=C1)C)N1CCC(CC1)N1C(N(C=2C(C1)=CN(N2)CCNC(C)=O)CC2=C(C=CC=C2)C(F)(F)F)=O N-{2-[5-[1-(2-Fluoro-6-methyl-phenyl)-piperidin-4-yl]-6-oxo-7-(2-trifluoromethylbenzyl)-4,5,6,7-tetrahydro-pyrazolo[3,4-d]pyrimidin-2-yl]-ethyl}-acetamide